O=C1C=CC(=NN1)C=1C=C(C=CC1)NC(OCC)=O ethyl (3-(6-oxo-1,6-dihydropyridazin-3-yl)phenyl)carbamate